C1(CCCCCC1)=C1N=C(OC1=O)C=1N(N=CC1)C 4-cycloheptylidene-2-(2-methylpyrazol-3-yl)oxazol-5-one